ClC1=C(C(=CC=C1)Cl)N1C=2N(C3=C(C1=O)C=NC=N3)C=CN2 6-(2,6-dichlorophenyl)imidazo[1,2-a]pyrimido[5,4-e]pyrimidin-5(6H)-one